C(C)(C)(C)OC(NS(=O)(=O)N1CCN(CCC1)C1=C(C=NC2=CC(=C(C=C12)OC)OC)C#N)=O.ClC=1C=C(N)C=C(C1OC=1C=C2C(=NN1)NN=C2C(C)C)Cl 3,5-dichloro-4-[(3-isopropyl-1H-pyrazolo[3,4-c]pyridazin-5-yl)oxy]aniline Tert-butyl-((4-(3-cyano-6,7-dimethoxyquinolin-4-yl)-1,4-diazepan-1-yl)sulfonyl)carbamate